2-acetyl-4,4-difluoro-butyric acid ethyl ester C(C)OC(C(CC(F)F)C(C)=O)=O